FC1=CC=C2C(=NN(C2=C1)C1=NC=C(C=N1)C(=O)N[C@@H]1CC[C@H](CC1)C(C)(C)O)C 2-(6-Fluoro-3-methyl-1H-indazol-1-yl)-N-(trans-4-(2-hydroxypropan-2-yl)cyclohexyl)pyrimidine-5-carboxamide